Cl.[C@@H]12CNC[C@H]2C1OC1=NC(=CC(=C1)C(C)(C)NC(OCC1=CC=CC=C1)=O)C1=CC=C(C=C1)F benzyl (2-(2-(((1R,5S,6s)-3-azabicyclo[3.1.0]hexan-6-yl)oxy)-6-(4-fluorophenyl)pyridin-4-yl)propan-2-yl)carbamate hydrochloride